(R)-N-(4-(4-morpholino-7H-pyrrolo[2,3-d]pyrimidin-6-yl)phenyl)-4-((3-(vinylsulfonamido)piperidin-1-yl)methyl)picolinamide O1CCN(CC1)C=1C2=C(N=CN1)NC(=C2)C2=CC=C(C=C2)NC(C2=NC=CC(=C2)CN2C[C@@H](CCC2)NS(=O)(=O)C=C)=O